CN1N=CC(=C1)C1=CC=2N(C=N1)C(=CN2)C2=CC=C(C=N2)CC(=O)NC2=NOC(=C2)C(C(F)(F)F)(C)C 2-(6-(7-(1-methyl-1H-pyrazol-4-yl)imidazo[1,2-c]pyrimidin-3-yl)pyridin-3-yl)-N-(5-(1,1,1-trifluoro-2-methylpropan-2-yl)isoxazol-3-yl)acetamide